1-((3R,4S)-3-((5-(3-(2,2-Difluoroethyl)-3H-[1,2,3]triazolo[4,5-b]pyridin-5-yl)-4-(methylamino)pyrrolo[2,1-f][1,2,4]triazin-2-yl)amino)-4-fluoropyrrolidin-1-yl)ethan-1-one FC(CN1N=NC=2C1=NC(=CC2)C=2C=CN1N=C(N=C(C12)NC)N[C@@H]1CN(C[C@@H]1F)C(C)=O)F